C(C)(C)(C)OOC(C(=O)[O-])(CCCC)CC tert-butylperoxy-2-ethyl-hexanoate